tert-Butyl (S)-(1-((5-chloro-2-(1H-tetrazol-1-yl)benzyl)amino)-1-oxopropan-2-yl)carbamate trifluoroacetate FC(C(=O)O)(F)F.ClC=1C=CC(=C(CNC([C@H](C)NC(OC(C)(C)C)=O)=O)C1)N1N=NN=C1